CS(=O)(=O)C[C@H]1N(CC1)C(=O)OC(C)(C)C tert-butyl (2S)-2-(methylsulfonylmethyl)azetidine-1-carboxylate